C(C)(C)(C)OC(=O)N1C=CC2=C(C(=CC(=C12)C)OC)CN1[C@@H](C[C@H](CC1)OCC)C1=CC=C(C(=O)O)C=C1 4-((2s,4s)-1-((1-(tert-butoxycarbonyl)-5-methoxy-7-methyl-1H-indol-4-yl)methyl)-4-ethoxypiperidin-2-yl)benzoic acid